3-[5,7-difluoro-2-(4-fluorophenyl)-1H-indol-3-yl]propan-1-ol FC=1C=C2C(=C(NC2=C(C1)F)C1=CC=C(C=C1)F)CCCO